(4-((2-(1,1-difluoroethyl)-6-vinylpyrimidin-4-yl)amino)-5-(2-methoxyethoxy)pyridin-2-yl)acetamide FC(C)(F)C1=NC(=CC(=N1)NC1=CC(=NC=C1OCCOC)CC(=O)N)C=C